CN(S(=O)(=O)N)C1CC2(CN(C2)C2=C3C(=NC=N2)N(N=C3)C)C1 N-methyl-N-(2-(1-methyl-1H-pyrazolo[3,4-d]pyrimidin-4-yl)-2-azaspiro[3.3]heptan-6-yl)sulfamide